C(C)OC(=O)C1=C(NC(=N[C@H]1C1=C(C(=CC=C1)F)C)C=1SC=CN1)CN1[C@@H]2[C@H](C(C1)(F)F)CNC2 (cis)-1-(((S)-5-(ethoxycarbonyl)-6-(3-fluoro-2-methylphenyl)-2-(thiazol-2-yl)-3,6-dihydropyrimidin-4-yl)methyl)-3,3-difluorohexahydropyrrolo[3,4-b]pyrrol